2-(8-((2S,5R)-2,5-diethyl-4-(1-(2-methylbenzo[d]thiazol-6-yl)ethyl-2,2,2-d3)piperazin-1-yl)-5-(methyl-d3)-6-oxo-5,6-dihydroimidazo[1,2-b]pyridazin-2-yl)acetonitrile C(C)[C@@H]1N(C[C@H](N(C1)C(C([2H])([2H])[2H])C1=CC2=C(N=C(S2)C)C=C1)CC)C=1C=2N(N(C(C1)=O)C([2H])([2H])[2H])C=C(N2)CC#N